1-[2-[3-(difluoromethyl)-5-methyl-pyrazol-1-yl]-6-[5-fluoro-6-(2,3,4-trifluoroanilino)benzimidazol-1-yl]-3-pyridyl]ethanol FC(C1=NN(C(=C1)C)C1=NC(=CC=C1C(C)O)N1C=NC2=C1C=C(C(=C2)F)NC2=C(C(=C(C=C2)F)F)F)F